2-deoxy-2-(18F)Fluorodeoxyglucose [18F][C@@H](C=O)C[C@H](O)[C@H](O)CO